C(CCCCCCCCCCCCCCCCCCCC(=O)OC(CCCCCCCCCCCCC)=O)C(=O)OC(CCCCCCCCCCCCC)=O dimyristoyl 1,20-eicosylenedicarboxylate